S(=O)(=O)(OC1=CC=C(C=C1)OC)Cl 4-methoxyphenyl chlorosulfate